tert-hexylperoxy 2-ethylhexanoate C(C)C(C(=O)OOOC(C)(C)CCC)CCCC